5-amino-1-ethyl-1H-pyrazole-4-carbonitrile NC1=C(C=NN1CC)C#N